CC1(C2=CC=C(C=C2NC=2C=CC(=CC12)CN1CCNCC1)OC(F)(F)F)C 9,9-dimethyl-2-(piperazin-1-ylmethyl)-6-(trifluoromethoxy)-9,10-dihydroacridine